C1(CCCC1)C=1C(CCC1)=O 2-cyclopentyl-2-cyclopentene-1-one